2-(3-morpholinylphenyl)isonicotinamide N1(CCOCC1)C=1C=C(C=CC1)C=1C=C(C(=O)N)C=CN1